bicyclo[3.3.0]octene C12=CCCC2CCC1